[Ir].C1(=CC=CC=C1)C1=NC=C(N=C1C1=CC=CC=C1)C 2,3-diphenyl-5-methylpyrazine iridium